3,4,5-trichlorotrifluoroacetylbenzene ClC=1C=C(C=C(C1Cl)Cl)C(C(F)(F)F)=O